ClC1=NC2=C(C3=C(C=C2C(=C1C(C)C)C1=CC=C(C=C1)F)C=NN3)C 7-chloro-5-(4-fluorophenyl)-6-isopropyl-9-methyl-1H-pyrazolo[4,3-g]Quinoline